C1(CCCC1)=NNC(CCCCCC(=O)O)=O 7-(2-cyclopentylidenehydrazino)-7-oxoheptanoic acid